N1(N=CC=C1)CCC1=C(C=C2C=C(NC2=C1)CNC(=O)C1(CC1)C)Cl N-((6-(2-(1H-pyrazol-1-yl)ethyl)-5-chloro-1H-indol-2-yl)methyl)-1-methylcyclopropane-1-carboxamide